3-(5-(4-((2-oxa-6-azaspiro[3.3]heptan-6-yl)methyl)pyridin-2-yl)-1-oxoisoindolin-2-yl)piperidine-2,6-dione C1OCC12CN(C2)CC2=CC(=NC=C2)C=2C=C1CN(C(C1=CC2)=O)C2C(NC(CC2)=O)=O